C(C1=CC(=C(C(=C1)OC)O)OC)C1=CC(=C(C(=C1)OC)O)OC 4,4'-methylenebis(2,6-dimethoxyphenol)